NC1CCN(CC1)C1=NC(=C(C(N1C)=O)C=1C=C2C=CN(C2=CC1)C)C1=CC=C(C=C1)F 2-(4-amino-piperidin-1-yl)-6-(4-fluoro-phenyl)-3-methyl-5-(1-methyl-1H-indol-5-yl)-3H-pyrimidin-4-one